7-Chloro-5-(1-cyclopropyl-2,2,2-trifluoro-ethoxy)-3-methyl-3H-imidazo[4,5-b]pyridine ClC1=C2C(=NC(=C1)OC(C(F)(F)F)C1CC1)N(C=N2)C